diaminobenzoic acid methyl ester COC(C1=C(C(=CC=C1)N)N)=O